CC1(OCCC(C1)N1C[C@@H]2[C@H](C1)CC(C2)NC=2N=NC(=CC2)S(=O)C2=CC=CC=C2)C (3aR,5s,6aS)-2-(2,2-dimethyltetrahydro-2H-pyran-4-yl)-N-(6-(phenylsulfinyl)pyridazin-3-yl)octahydrocyclopenta[c]pyrrol-5-amine